(4-hydroxyphenyl)-L-proline methyl ester COC([C@H]1N(CCC1)C1=CC=C(C=C1)O)=O